Methyl 2-((4-((4-cyclopropylnaphthalen-1-yl) amino)-6,7-dihydrothieno[3,2-d]pyrimidin-2-yl) thio)-2-methylpropionate C1(CC1)C1=CC=C(C2=CC=CC=C12)NC=1C2=C(N=C(N1)SC(C(=O)OC)(C)C)CCS2